N1(CCC1)CC1=C(CNC2=CC(=C(C=C2Cl)S(=O)(=O)NC2=NOC=C2)F)C(=CC=C1)F 4-((2-(azetidin-1-ylmethyl)-6-fluorobenzyl)amino)-5-chloro-2-fluoro-N-(isoxazol-3-yl)benzenesulfonamide